C1(CC1)C=1C=CC=2N(C1)C=C(N2)CN2N=CC(=C2)C(=O)NCC=2N=CN1C2C=C(C=C1)C1CC1 1-((6-cyclopropylimidazo[1,2-a]pyridin-2-yl)methyl)-N-((7-cyclopropylimidazo[1,5-a]pyridin-1-yl)methyl)-1H-pyrazole-4-carboxamide